C11-cycloundecanal C1CCCCCCCCCC1C=O